C1C(=CN2N1C=CC=C2)C(=O)N pyrazolo[1,2-a]pyridazine-2-carboxamide